3-methoxy-2-methylphenyl-2-(pyrimidin-2-yl)phthalazin-1(2H)-one COC=1C(=C(C=CC1)C1=NN(C(C2=CC=CC=C12)=O)C1=NC=CC=N1)C